N[C@@](COC=1C=CC(=NC1C(F)F)B(O)O)(CC(C)C)C (R)-{5-[(2-amino-2,4-dimethylpentyl)oxy]-6-(difluoromethyl)pyridin-2-yl}boronic acid